6-(6-((difluoromethyl)pyridin-3-yl)pyrazin-2-yl)-N-methyl-[1,2,4]triazolo[4,3-a]quinazolin-5-amine FC(F)C1=NC=CC=C1C1=CN=CC(=N1)C1=C2C(=NC=3N(C2=CC=C1)C=NN3)NC